COC1=CC=C(C2=CC=CC=C12)S(=O)(=O)NC1=C(C=CC=C1)C#CC=1C=C(C(=NC1)C(=O)O)C 5-{2-[2-(4-methoxynaphthalene-1-sulfonamido)phenyl]ethynyl}-3-methylpyridine-2-carboxylic acid